CC1=C(C(=C(C(=C1CC1=CC(=C(C(=C1)C(C)(C)C)O)C(C)(C)C)C)CC1=CC(=C(C(=C1)C(C)(C)C)O)C(C)(C)C)C)CC1=CC(=C(C(=C1)C(C)(C)C)O)C(C)(C)C 1,3,5-trimethyl-2,4,6-tris(3,5-di-tert-butyl-4-hydroxy-benzyl)benzene